OC1(CC(C1)NC=1N=NC(=C2C1N=CC=C2)C2=C(C=C(C=C2)OC(F)(F)F)O)C 2-(8-(((1s,3s)-3-hydroxy-3-methylcyclobutyl)amino)pyrido[2,3-d]pyridazin-5-yl)-5-(trifluoromethoxy)phenol